tert-butyl 3-{[(3aR,4S,6aR)-2,2-dimethyl-6-oxo-tetrahydrocyclopenta[d][1,3]dioxol-4-yl]methyl}azetidine-1-carboxylate CC1(O[C@H]2[C@@H](O1)C(C[C@@H]2CC2CN(C2)C(=O)OC(C)(C)C)=O)C